cyclohexyl (2-hydroxyethyl)-trans-carbamate OCCNC(OC1CCCCC1)=O